FC1=C(C=C(C(=C1F)N)F)N 2,3,5-trifluoro-p-phenylenediamine